2,3-dimethyl-pyrido[1,2-a]pyrimidin-4-one CC=1N=C2N(C(C1C)=O)C=CC=C2